NC=1C=C(C(=O)OC)C=C(C1NC1=CC(=CC=C1)OC(F)F)F Methyl 3-amino-4-((3-(difluoromethoxy) phenyl) amino)-5-fluorobenzoate